SCC(=O)OCC(COC(CS)=O)(CO)CO pentaerythritol bis(mercaptoacetate)